NC=1C=C(CS(=O)(=O)N2CCC(CC2)N(C(C2=CC=CC=C2)=O)C=2C=C(C=CC2)C2=C(C(=C(S2)C(=O)OC(C)(C)C)OCC(=O)O)Cl)C=CC1 2-((5-(3-(N-(1-((3-Aminobenzyl)sulfonyl)piperidin-4-yl)benzamido)phenyl)-2-(tert-butoxycarbonyl)-4-chlorothiophen-3-yl)oxy)acetic acid